(6-(Difluoromethoxy)spiro[3.3]hept-2-yl)methanol FC(OC1CC2(CC(C2)CO)C1)F